3-(4-bromothiazol-2-yl)propionic acid BrC=1N=C(SC1)CCC(=O)O